CS(=O)(=O)OC1=C(C=CC=C1)C1CC(=NO1)C=1N=C(SC1)C1CCN(CC1)C(CN1N=C(C=C1C(F)F)C(F)F)=O 2-{3-[2-(1-{[3,5-bis(difluoromethyl)-1H-pyrazol-1-yl]acetyl} piperidin-4-yl)-1,3-thiazol-4-yl]-4,5-dihydro-1,2-oxazol-5-yl}phenyl methanesulfonate